2-amino-9,9-diphenylfluorene NC1=CC=2C(C3=CC=CC=C3C2C=C1)(C1=CC=CC=C1)C1=CC=CC=C1